C(#N)C1=C(C=CC(=C1)C(=O)C1=CC=C2C(=CC=CN12)C=1C(=CC2=CN(N=C2C1)C)C)NC(\C=C\CNC1CCC(CC1)OC)=O (E)-N-(2-cyano-4-(8-(2,5-dimethyl-2H-indazol-6-yl)indolizine-3-carbonyl)phenyl)-4-(((1r,4r)-4-methoxycyclohexyl)amino)but-2-enamide